3-(8-fluoro-2-(((2R,7aS)-2-fluorohexahydro-1H-pyrrolizin-7a-yl)methoxy)-7-(3-hydroxy-5-methylnaphthalen-1-yl)pyrido[4,3-d]pyrimidin-4-yl)-3-azabicyclo[3.2.1]octan-6-ol FC1=C(N=CC2=C1N=C(N=C2N2CC1CC(C(C2)C1)O)OC[C@]12CCCN2C[C@@H](C1)F)C1=CC(=CC2=C(C=CC=C12)C)O